2-(3-fluorophenyl)-2-hydroxyacetamide FC=1C=C(C=CC1)C(C(=O)N)O